C(C)(C)(C)OC(=O)N1CCC2(CCN2C(NC)=O)CC1 1-(methylcarbamoyl)-1,7-diazaspiro[3.5]nonane-7-carboxylic acid tert-butyl ester